(6-Chloro-7-fluoro-4-(4-methoxypyridin-3-yl)-1H-indol-2-yl)(4-(5-fluoro-3-methoxypyridin-2-yl)piperazin-1-yl)methanone ClC1=CC(=C2C=C(NC2=C1F)C(=O)N1CCN(CC1)C1=NC=C(C=C1OC)F)C=1C=NC=CC1OC